FC1=CC2=C(NC(=N2)C2=CC(=NN2C)NC(=O)C=2C=CC(=NC2)N2[C@@H](CCC2)C(=O)O)C=C1 (2S)-1-[5-[[5-(5-fluoro-1H-benzimidazol-2-yl)-1-methyl-pyrazol-3-yl]carbamoyl]-2-pyridyl]pyrrolidine-2-carboxylic acid